BrC1=C(C=CC=C1C(=O)OC)C(=O)OC Dimethyl 2-bromobenzene-1,3-dicarboxylate